2-chloro-5-(cyclopropanecarbonylamino)-N-[3-fluoro-5-[2-(4-fluorophenyl)ethynyl]-2-pyridyl]benzamide ClC1=C(C(=O)NC2=NC=C(C=C2F)C#CC2=CC=C(C=C2)F)C=C(C=C1)NC(=O)C1CC1